NC1=CC(=NC=C1Br)OC 4-amino-5-bromo-2-methoxypyridine